benzyl methyl-L-valinate CN[C@@H](C(C)C)C(=O)OCC1=CC=CC=C1